(S)-2-((tert-butyloxycarbonyl)amino)-3-(2-nitrophenoxy)propionic acid C(C)(C)(C)OC(=O)N[C@H](C(=O)O)COC1=C(C=CC=C1)[N+](=O)[O-]